C(C1=CC=CC=C1)OC=1C=C(C=CC1OC)C=1C(=C(C(=NC1)N1CCC(CC1)NC(OC(C)(C)C)=O)C#N)C1=CC(=C(C=C1)C#N)F Tert-butyl (1-(5-(3-(benzyloxy)-4-methoxyphenyl)-3-cyano-4-(4-cyano-3-fluorophenyl)pyridin-2-yl)piperidin-4-yl)carbamate